6,7-dimethoxy-2-methyl-N-[(1R)-1-(2'-phenoxybi-phenyl-3-yl)-ethyl]quinazolin-4-amine COC=1C=C2C(=NC(=NC2=CC1OC)C)N[C@H](C)C=1C=C(C=CC1)C1=C(C=CC=C1)OC1=CC=CC=C1